5-Bromo-2-ethoxy-3-fluoropyridine BrC=1C=C(C(=NC1)OCC)F